O[C@H](C)[C@@]1(N(CCC1)C(=O)C1=CC(=C2N1CCC1=CC(=C(C=C21)C=2N=NN(N2)C)OC)C2=CN=CS2)C [(2R)-2-[(1R)-1-hydroxyethyl]-2-methyl-pyrrolidin-1-yl]-[8-methoxy-9-(2-methyltetrazol-5-yl)-1-thiazol-5-yl-5,6-dihydropyrrolo[2,1-a]isoquinolin-3-yl]methanone